octyl-N-(3,5-di-tert-butyl-4-hydroxyphenyl)-carbamate C(CCCCCCC)OC(NC1=CC(=C(C(=C1)C(C)(C)C)O)C(C)(C)C)=O